(3-(8-cyanoquinolin-5-yl)-5-(trifluoromethyl)-3-azabicyclo[3.1.0]hex-1-yl)formamide C(#N)C=1C=CC(=C2C=CC=NC12)N1CC2(CC2(C1)C(F)(F)F)NC=O